NC1=NC(=C2NC=NC2=N1)N 2,6-di-aminopurine